BrC=1C=C2CCN(CC2=CC1)C1C(CN(CC1)C(=O)OCCCC)(F)F butyl 4-(6-bromo-3,4-dihydroisoquinolin-2(1H)-yl)-3,3-difluoropiperidine-1-carboxylate